(R)-4-(3-amino-6-cyano-5-fluorochroman-7-yl)piperazine-1-carboxylic acid tert-butyl ester C(C)(C)(C)OC(=O)N1CCN(CC1)C1=C(C(=C2C[C@H](COC2=C1)N)F)C#N